C(#N)C(CCP(OCC(C)C)(=O)C)O iso-Butyl (3-cyano-3-hydroxypropyl)methylphosphinat